O=C1N(C(C=C1)=O)C(CCC)CN1C(C=CC1=O)=O 4,5-bis(2,5-dioxo-2,5-dihydro-1H-pyrrol-1-yl)pentan